biscyclopentadienyl-bis(phenoxy)zirconium C1(C=CC=C1)[Zr](OC1=CC=CC=C1)(OC1=CC=CC=C1)C1C=CC=C1